C(C)OC(=O)C=1C(=NC(=C(C1Cl)N)Cl)C 5-amino-4,6-dichloro-2-methyl-pyridine-3-carboxylic acid ethyl ester